Ethyl 4-(4-(((3R,4R)-1-(2-cyanoacetyl)-4-methylpiperidin-3-yl)(methyl)amino)-7H-pyrrolo[2,3-d]pyrimidin-7-yl)-4-oxobutanoate C(#N)CC(=O)N1C[C@@H]([C@@H](CC1)C)N(C=1C2=C(N=CN1)N(C=C2)C(CCC(=O)OCC)=O)C